6-(3-Ethoxyphenyl)-1-[2-oxo-2-(2-thienyl)ethyl]-3H-imidazo[4,5-b]pyridin C(C)OC=1C=C(C=CC1)C=1C=C2C(=NC1)NCN2CC(C=2SC=CC2)=O